methyl phenylacetate (METHYL PHENYL ACETATE) CC(C(=O)O)C1=CC=CC=C1.C1(=CC=CC=C1)CC(=O)OC